2-(3'-(7-cyano-5-formylbenzo[d]oxazol-2-yl)-2,2'-dimethylbiphenyl-3-ylcarbamoyl)-1-methyl-6,7-dihydro-1H-imidazo[4,5-c]pyridine-5(4H)-carboxylic acid tert-butyl ester C(C)(C)(C)OC(=O)N1CC2=C(CC1)N(C(=N2)C(NC=2C(=C(C=CC2)C2=C(C(=CC=C2)C=2OC1=C(N2)C=C(C=C1C#N)C=O)C)C)=O)C